ClC=1N=NC=2CCCCC2C1C(=O)OCC ethyl 3-chloro-5,6,7,8-tetrahydrocinnoline-4-carboxylate